zinc (II) dimethylpyridylamine CN(C1=NC=CC=C1)C.[Zn+2]